ethyl taurate NCCS(=O)(=O)OCC